N-(2-fluorophenyl)-4-(2-[(5-fluoropyridin-2-yl)amino]-2-oxoethyl)-5,8-dioxo-6-(propan-2-yl)-5,6,7,8-tetrahydro-4H-pyrazolo[1,5-a]pyrrolo[3,4-d]pyrimidine-2-carboxamide FC1=C(C=CC=C1)NC(=O)C1=NN2C(N(C3=C(C2=O)CN(C3=O)C(C)C)CC(=O)NC3=NC=C(C=C3)F)=C1